(R)-2-amino-2,4-dimethylpentan-1-ol N[C@@](CO)(CC(C)C)C